C(C)C1=CN=C2N1C=C(C=N2)C=2C=CN1N=C(N=CC12)NCC(C)C 5-(3-ethylimidazo[1,2-a]pyrimidin-6-yl)-N-isobutylpyrrolo[2,1-f][1,2,4]triazin-2-amine